C[Si](C)(C)N[Si](C)(C)C.[Li] lithium bis-(trimethylsilyl)amine